C(C)N(C(C)C)C(C)C ethylbis(prop-2-yl)amine